N-(4-chlorophenyl)-3-(4,4,5,5-tetramethyl-1,3,2-dioxaborolan-2-yl)aniline ClC1=CC=C(C=C1)NC1=CC(=CC=C1)B1OC(C(O1)(C)C)(C)C